ClC=1C=C2C(=CN(C2=CC1)CC1COC1)C1CCNCC1 5-chloro-1-(oxetan-3-ylmethyl)-3-(4-piperidinyl)indole